C(#N)C=1OC2=CC=CC=C2C(C1C1=CC=CC=C1)=[Se] cyanoselenoisoflavone